tributyl-(1-isopropylimidazol-4-yl)stannane C(CCC)[Sn](C=1N=CN(C1)C(C)C)(CCCC)CCCC